4-[cyclopropyl-[4-(5,6,7,8-tetrahydro-1,8-naphthyridin-2-yl)butyl]amino]-2-[(2-isobutylindazole-4-carbonyl)amino]butanoic acid C1(CC1)N(CCC(C(=O)O)NC(=O)C=1C2=CN(N=C2C=CC1)CC(C)C)CCCCC1=NC=2NCCCC2C=C1